BrC1=C(C=C(C=2N=CN(C21)C)C2=CC=C(C=C2)OC(F)(F)F)C(=O)OCC Ethyl 4-bromo-3-methyl-7-[4-(trifluoromethoxy)phenyl]benzimidazole-5-carboxylate